ClC1=CC(=C(N=N1)OC)NCC1=CC=C(C=C1)C=1N(C=C(N1)C(F)(F)F)C(C)C 6-chloro-N-(4-(1-isopropyl-4-(trifluoromethyl)-1H-imidazol-2-yl)benzyl)-3-methoxypyridazin-4-amine